FC(C=1C(=NC(=NC1)NC=1C(=NN(C1)C1CN(CC1)C)C)NCCCN1C(OCCCC1)=O)F 3-(3-((5-(difluoromethyl)-2-((3-methyl-1-(1-methylpyrrolidin-3-yl)-1H-pyrazol-4-yl)amino)pyrimidin-4-yl)amino)propyl)-1,3-oxazepan-2-one